N(C1=CC=CC=C1)C1=NNC=C1 Anilino-Pyrazole